7-(2-fluoro-6-hydroxyphenyl)-2-(methylthio)-6,7-dihydro-3H-pyrano[2,3-d]pyrimidin-4(5H)-one FC1=C(C(=CC=C1)O)C1CCC2=C(N=C(NC2=O)SC)O1